4-bromo-1-methyl-5-(prop-1-yn-1-yl)pyridin-2-one isostearyl-acrylate C(CCCCCCCCCCCCCCC(C)C)OC(C=C)=O.BrC1=CC(N(C=C1C#CC)C)=O